N-Anilinoyl-6-(2-methoxy-4,5-dimethylbenzenesulfonamido)-1,2,3,4-tetrahydroquinoline N(C1=C(C=CC=C1)N1CCCC2=CC(=CC=C12)NS(=O)(=O)C1=C(C=C(C(=C1)C)C)OC)=O